(S)-1-(1-(4-(4-Hydroxypiperidin-1-yl)-6-(3-methoxytetrahydrofuran-3-yl)pyridin-2-yl)-3-methyl-1H-pyrazolo[4,3-c]pyridin-6-yl)urea OC1CCN(CC1)C1=CC(=NC(=C1)[C@@]1(COCC1)OC)N1N=C(C=2C=NC(=CC21)NC(=O)N)C